6-[2-[tert-Butyl(dimethyl)silyl]oxyethylamino]-1-methyl-2-oxo-N-phenyl-quinoline-3-carboxamide [Si](C)(C)(C(C)(C)C)OCCNC=1C=C2C=C(C(N(C2=CC1)C)=O)C(=O)NC1=CC=CC=C1